methyl (S)-2-(2-fluoro-6-methyl-4-(((R)-1,1,1-trifluorobutan-2-yl)amino) benzamido)-3-(6-(1-methyl-2,4-dioxo-1,4-dihydropyrido[3,4-d]pyrimidin-3(2H)-yl)pyridin-3-yl)propanoate FC1=C(C(=O)N[C@H](C(=O)OC)CC=2C=NC(=CC2)N2C(N(C3=C(C2=O)C=CN=C3)C)=O)C(=CC(=C1)N[C@@H](C(F)(F)F)CC)C